3,5-di-tert-butyl-4-hydroxybenzylidenemalononitrile C(C)(C)(C)C=1C=C(C=C(C#N)C#N)C=C(C1O)C(C)(C)C